O=C1NC(CCC1C=1C(=CC(=NC1)N1CCN(CC1)C(=O)OC(C)(C)C)F)=O tert-butyl 4-[5-(2,6-dioxo-3-piperidyl)-4-fluoro-2-pyridyl]piperazine-1-carboxylate